C(CCCCC)(=O)OCCCCC n-pentyl n-hexanoate